C(C1=CC=CC=C1)#[Ru-](Cl)Cl benzylidyneruthenium (IV) dichloride